C(C1=CC=CC=C1)C1CCN(CC1)CCNC(=O)C=1NC2=CC=C(C=C2C1)OCCCC N-(2-(4-benzylpiperidin-1-yl)ethyl)-5-butoxy-1H-indol-2-carboxamide